5-(3-(2,4-dioxotetrahydropyrimidin-1(2H)-yl)-1-methyl-1H-indazol-6-yl)pentanal O=C1N(CCC(N1)=O)C1=NN(C2=CC(=CC=C12)CCCCC=O)C